7-methyl-4-(piperazin-1-yl)quinoline CC1=CC=C2C(=CC=NC2=C1)N1CCNCC1